2-(3-(4-isopropyl-4H-1,2,4-triazol-3-yl)phenyl)-1,6-dimethyl-5-nitro-1H-indazol-3(2H)-one C(C)(C)N1C(=NN=C1)C=1C=C(C=CC1)N1N(C2=CC(=C(C=C2C1=O)[N+](=O)[O-])C)C